C(O)(O)=O.N ammonia bicarbonate salt